C(C)(C)(C)[C@@H]1OC([C@@H](N1C(=O)OCC1=CC=CC=C1)CC1CCCC1)=O Benzyl (2S,4S)-2-(tert-butyl)-4-(cyclopentylmethyl)-5-oxooxazolidine-3-carboxylate